1-(2,3-dihydro-1,4-benzodioxin-6-yl)urea O1CCOC2=C1C=CC(=C2)NC(=O)N